CCCS(=O)(=O)Br 3-propanesulfonyl bromide